4-bromo-6-fluoro-2,3-dihydro-1H-benzo[d]imidazol-2-one BrC1=CC(=CC=2NC(NC21)=O)F